2-(2,2,2-trifluoro-acetylamino)-5,6,7,8-tetrahydro-4H-cyclohepta[b]thiophene-3-carboxylic acid (4-chloro-phenyl)-amide ClC1=CC=C(C=C1)NC(=O)C=1C2=C(SC1NC(C(F)(F)F)=O)CCCCC2